(5R)-5-ethyl-5-methyl-3-[6-(7-methyl-spiro[2H-benzofuran-3,1'-cyclopropan]-4-yl)oxy-3-pyridinyl]imidazolidine-2,4-dione C(C)[C@@]1(C(N(C(N1)=O)C=1C=NC(=CC1)OC1=CC=C(C2=C1C1(CC1)CO2)C)=O)C